C(C)N(C1=CC=C(C=C1)C=1SC(=NN1)C1=CC=C(C=C1)N(CC)CC)CC 2,5-bis(p-diethylaminophenyl)-1,3,4-Thiadiazol